FC1=C(C(=CC(=C1)Br)C)[N+](=O)[O-] 2-fluoro-4-bromo-6-methylnitrobenzene